O-((2R,3R,4S,5R)-5-(4-amino-5-iodo-7H-pyrrolo[2,3-d]pyrimidin-7-yl)-4-fluoro-2-(hydroxymethyl)tetrahydrofuran-3-yl) S-cyclopentyl carbonothioate C(O[C@@H]1[C@H](O[C@H]([C@H]1F)N1C=C(C2=C1N=CN=C2N)I)CO)(SC2CCCC2)=O